C(C)C1(CC(C=2C(=NC(=CC2)C(F)(F)F)O1)=O)CC 2,2-diethyl-7-(trifluoromethyl)-2,3-dihydro-4H-pyrano[2,3-b]pyridin-4-one